FC=1C(=CC2=C(C(NC=3CNC[C@@H](C23)N(C(=O)N2CC3=CC=C(C=C3C2)Br)C)=O)C1)F (R)-N-(8,9-difluoro-6-oxo-1,2,3,4,5,6-hexahydrobenzo[c][1,7]naphthyridin-1-yl)-5-bromo-N-methylisoindoline-2-carboxamide